OC(C)C1=CC(=CC=2C=3N(C(=NC12)C=1C=C(C#N)C=CC1)C=NN3)C 3-(7-(1-hydroxyethyl)-9-methyl-[1,2,4]triazolo[4,3-c]quinazolin-5-yl)benzonitrile